CC1=CC(=NC(=N1)OCCC(F)(F)F)C=1C=NN(C1)C1=C(C=C(C=C1)NS(=O)(=O)CCO)N1CCC2(CC2)CC1 N-(4-(4-(6-Methyl-2-(3,3,3-trifluoropropoxy)pyrimidin-4-yl)-1H-pyrazol-1-yl)-3-(6-azaspiro[2.5]octan-6-yl)phenyl)-2-hydroxyethane-1-sulfonamide